NC1=C(C=C(C=N1)NC(C(=O)N1C(CCCC1)C1=CC=CC2=C1N=CS2)=O)C N-(6-amino-5-methyl-3-pyridyl)-2-[2-(1,3-Benzothiazol-4-yl)-1-piperidyl]-2-oxo-acetamide